2-chloro-4-(5-(4-(difluoromethoxy)-2,3-difluorophenyl)-1-methyl-1H-imidazole-2-carboxamido)benzoic acid ClC1=C(C(=O)O)C=CC(=C1)NC(=O)C=1N(C(=CN1)C1=C(C(=C(C=C1)OC(F)F)F)F)C